BrC(C1=CC(=C(C=C1)C1=NOC(=N1)C(F)(F)F)F)Br 3-[4-(dibromomethyl)-2-fluoro-phenyl]-5-(trifluoromethyl)-1,2,4-oxadiazole